P(OC1=CC2=CC=C(C=C2C=C1)Br)([O-])=O (6-bromonaphthalene-2-yl) phosphonate